C(C)SC1=CN=C(N=N1)N[C@@H]1C[C@H](CC1)N (1S,3S)-N1-(6-(Ethylthio)-1,2,4-triazin-3-yl)cyclopentane-1,3-diamine